N1N=CC(=C1)CN(C(=O)NCC=1NC2=CC(=C(C=C2C1)Cl)OCC=1N=CSC1)C 1-((1H-pyrazol-4-yl)methyl)-3-((5-chloro-6-(thiazol-4-ylmethoxy)-1H-indol-2-yl)methyl)-1-methylurea